COC=1C=C(C(=O)NC2=NC=CC(=C2)C(F)(F)F)C=CC1B1OC(C(O1)(C)C)(C)C 3-methoxy-4-(4,4,5,5-tetramethyl-1,3,2-dioxaborolan-2-yl)-N-(4-(trifluoromethyl)pyridin-2-yl)benzamide